ClC1=CC(=C(C=C1)C1(OC2=C(O1)C=CC=C2C2CCN(CC2)CC=2N(C(=CN2)/C=C/C(=O)O)CC2=CC=NO2)C)F (E)-3-(2-((4-(2-(4-chloro-2-fluorophenyl)-2-methylbenzo[d][1,3]dioxol-4-yl)piperidin-1-yl)methyl)-1-(isoxazol-5-ylmethyl)-1H-imidazol-5-yl)acrylic acid